6-((1S,3aS,6aR)-1-benzylhexahydrocyclopenta[c]pyrrol-2(1H)-yl)-4-((R)-2-methylmorpholino)pyridin-2(1H)-one C(C1=CC=CC=C1)[C@@H]1N(C[C@@H]2[C@H]1CCC2)C2=CC(=CC(N2)=O)N2C[C@H](OCC2)C